[GeH3]NC(=O)OCC (Germanyl)urethane